3-bromo-5H-cyclopenta[2,1-b:3,4-b']dipyridin-5-one BrC=1C=C2C(=NC1)C1=NC=CC=C1C2=O